C(C)OC(=O)N1C2CCC(C1)CC2 2-azabicyclo[2.2.2]Octane-2-carboxylic acid ethyl ester